imidazo[1,2-a]pyridin-3-yl-(2-methyl-3-phenyl-2,4,5,7-tetrahydro-6H-pyrazolo[3,4-c]pyridin-6-yl)methanone N=1C=C(N2C1C=CC=C2)C(=O)N2CC=1C(CC2)=C(N(N1)C)C1=CC=CC=C1